(2,2-difluoroethyl)N,N-diethylamide FC(CCC[N-]CC)F